CC=1C=C(C=C(C1)C)C1=NC=CC2=C(C=CC=C12)C1=CC=CC=C1 1-(3,5-dimethylphenyl)-5-phenylisoquinoline